The molecule is an inositol phosphomannosylinositol phosphophytoceramide(2-) having a tetracosanoyl group attached to the ceramide nitrogen, hydroxylation at C-4 of the long-chain base, and hydroxylation at C-2 and C-3 of the very-long-chain fatty acid. Major species at pH 7.3. It is a conjugate base of an Ins-1-P-6-Man-beta1-2-Ins-1-P-Cer(t18:0/2,3-OH-24:0). CCCCCCCCCCCCCCCCCCCCCC(C(C(=O)N[C@@H](COP(=O)([O-])O[C@@H]1[C@@H]([C@@H]([C@H]([C@@H]([C@H]1O[C@H]2[C@H]([C@H]([C@@H]([C@H](O2)COP(=O)([O-])OC3[C@@H]([C@H](C([C@H]([C@H]3O)O)O)O)O)O)O)O)O)O)O)O)[C@@H](C(CCCCCCCCCCCCCC)O)O)O)O